(R/S)-2-(3-(1-aminoethyl)-2-methylphenyl)-2,2-difluoroethane-1-ol hydrochloride Cl.N[C@H](C)C=1C(=C(C=CC1)C(CO)(F)F)C |r|